6-(3-aminophenyl)-1-(3,4,5-trimethoxyphenyl)-1H-benzo[d][1,2,3]triazole NC=1C=C(C=CC1)C=1C=CC2=C(N(N=N2)C2=CC(=C(C(=C2)OC)OC)OC)C1